CCCCCCCCCCCCCCC(=O)O[C@H](COC(=O)CC/C=C\C/C=C\C/C=C\C/C=C\C/C=C\C/C=C\CC)COP(=O)(O)OC[C@H](CO)O 1-(4Z,7Z,10Z,13Z,16Z,19Z-docosahexaenoyl)-2-pentadecanoyl-glycero-3-phospho-(1'-sn-glycerol)